9,10-dihydro-9-oxo-10-phosphophenanthrene-oxide O=C1C2=CC=CC=C2C=2C=CC3C(C2C1P(=O)=O)O3